methyl 2-hydroxy-4-[3-[4-(trifluoromethyl)anilino]pyrazin-2-yl]benzoate OC1=C(C(=O)OC)C=CC(=C1)C1=NC=CN=C1NC1=CC=C(C=C1)C(F)(F)F